N-(bicyclo[1.1.1]pent-1-yl)-8-hydroxy-5-(2-morpholinoethyl)-6-oxo-5,6-dihydropyrido[2,3-b]piperazine-7-carboxamide C12(CC(C1)C2)NC(=O)C2=C(C1=C(NCCN1)N(C2=O)CCN2CCOCC2)O